P(=O)(OC(=CCC)CO)([O-])[O-] hydroxymethylbutenyl phosphate